1-(TRIFLUOROMETHYL)NAPHTHALENE-6-BORONIC ACID FC(C1=CC=CC2=CC(=CC=C12)B(O)O)(F)F